(Z)-7-(2,4-dioxo-5-(quinolin-8-ylmethylene)thiazolidin-3-yl)-N-hydroxyheptanamide O=C1S\C(\C(N1CCCCCCC(=O)NO)=O)=C/C=1C=CC=C2C=CC=NC12